4-{[(1R)-1-(5-bromopyridin-3-yl)ethyl]amino}-2-methylpyrido[3,4-d]pyrimidin BrC=1C=C(C=NC1)[C@@H](C)NC=1C2=C(N=C(N1)C)C=NC=C2